(S)-2-[3-((R)-1-carboxy-2-methylsulfanyl-ethyl)ureido]Glutaric acid C(=O)(O)[C@H](CSC)NC(N[C@H](C(=O)O)CCC(=O)O)=O